3-{[(2S)-4-methylmorpholin-2-yl]methoxy}-5-(5-methyl-1,3-thiazol-2-yl)-N-{[2-(trifluoromethyl)pyrimidin-5-yl]methyl}benzamide CN1C[C@H](OCC1)COC=1C=C(C(=O)NCC=2C=NC(=NC2)C(F)(F)F)C=C(C1)C=1SC(=CN1)C